ClC1=CC(=NC(=N1)C(F)F)N1[C@@H]([C@@H](C1)N1CCN(CC1)C(=O)OC(C)(C)C)C tert-butyl 4-((2R,3R)-1-(6-chloro-2-(difluoromethyl)pyrimidin-4-yl)-2-methylazetidin-3-yl)piperazine-1-carboxylate